3-(N-(4-chloro-5-cyano-2-((trans-2-methylcyclopentyl)oxy)phenyl)sulfamoyl)-4-cyclopropylbenzoic acid ClC1=CC(=C(C=C1C#N)NS(=O)(=O)C=1C=C(C(=O)O)C=CC1C1CC1)O[C@H]1[C@@H](CCC1)C